4-(but-2-yn-1-yloxy)aniline C(C#CC)OC1=CC=C(N)C=C1